tert-butyl 4-(methyl(isoquinolin-5-yl)amino)piperidine-1-carboxylate CN(C1CCN(CC1)C(=O)OC(C)(C)C)C1=C2C=CN=CC2=CC=C1